CN1C(C(CC1)=O)=O N-methylpyrrolidoneoN